N1N=NC(=C1)CNC(=O)[C@H]1N2C3=C(C=CC=C3C1)CC[C@@H](C2=O)NC([C@H](C)NC(CC=2C1=C(SC2)C=CC=C1)=O)=O (2S,5S)-5-[(S)-2-(2-Benzo[b]thiophen-3-yl-acetylamino)-propionylamino]-4-oxo-1,2,4,5,6,7-hexahydro-azepino[3,2,1-hi]indole-2-carboxylic acid (1H-[1,2,3]triazol-4-ylmethyl)-amide